4-(2,6-Dimethoxyphenyl)-N-((pyrimidin-2-ylmethyl)sulfonyl)-5-(6-(trifluoromethoxy)pyridin-2-yl)-4H-1,2,4-triazole-3-carboxamide COC1=C(C(=CC=C1)OC)N1C(=NN=C1C1=NC(=CC=C1)OC(F)(F)F)C(=O)NS(=O)(=O)CC1=NC=CC=N1